C(#N)C1=CC=C(C=C1)NC(C1=CC=C(C=C1)NC1=NC=C(C(=N1)C=1C(=NC=CC1)F)SC)=O N-(4-Cyano-phenyl)-4-[4-(2-fluoro-pyridin-3-yl)-5-methylsulfanyl-pyrimidin-2-ylamino]-benzamid